FC(C#CC(O)C1=CC=C(C=C1)C)(F)F 4,4,4-Trifluoro-1-(p-tolyl)but-2-yn-1-ol